Cl.NC=1C(N(C=CC1)[C@H]1[C@@H](C1)OC)=O trans-3-amino-1-(2-methoxycyclopropyl)pyridin-2(1H)-one hydrochloride